4-bromo-6-chloro-5-methyl-1-(oxan-2-yl)-1H-indazole BrC1=C2C=NN(C2=CC(=C1C)Cl)C1OCCCC1